CN(CCCCCCCSC1=C2CN(C(C2=CC=C1)=O)C1C(NC(CC1)=O)=O)C1=CC=CC=C1 3-(4-((7-(methyl(phenyl)amino)heptyl)thio)-1-oxoisoindolin-2-yl)piperidine-2,6-dione